1-(4-(2,8-diazaspiro[4.5]decan-8-yl)phenyl)dihydropyrimidine-2,4(1H,3H)-dione C1NCCC12CCN(CC2)C2=CC=C(C=C2)N2C(NC(CC2)=O)=O